2-(difluoromethoxy)-4-[4-(difluoromethyl)-6-[1-(2-methoxyethyl)pyrazol-4-yl]-2-methylindazol-3-yl]-6-methoxybenzamide FC(OC1=C(C(=O)N)C(=CC(=C1)C=1N(N=C2C=C(C=C(C12)C(F)F)C=1C=NN(C1)CCOC)C)OC)F